NC=1C=C(CN2C(C3=CC=C(C=C3C=N2)S(=O)C2=CC=CC=C2)=O)C=CC1 2-(3-aminobenzyl)-6-(phenylsulfinyl)phthalazin-1(2H)-one